N-hydroxyacetimidoyl chloride ON=C(C)Cl